4-bromo-2,6-dimethylbenzyl-morpholine-4-sulfonamide BrC1=CC(=C(CC2N(CCOC2)S(=O)(=O)N)C(=C1)C)C